(R)-1-((R)-3-(4-amino-(4-phenoxyphenyl)-1H-pyrazolo[3,4-d]pyrimidin-1-yl)piperidin-1-yl)-2-hydroxyl-4-methylpentan-1-one NC1=C2C(=NC=N1)N(N=C2C2=CC=C(C=C2)OC2=CC=CC=C2)[C@H]2CN(CCC2)C([C@@H](CC(C)C)O)=O